N-(5-chloro-6-(2H-1,2,3-triazol-2-yl)pyridin-3-yl)-2,8-dimethyl-8-(trifluoromethyl)-7,8-dihydro-6H-pyrazolo[1,5-a]pyrrolo[2,3-e]pyrimidine-6-carboxamide ClC=1C=C(C=NC1N1N=CC=N1)NC(=O)N1CC(C2=C1C=NC=1N2N=C(C1)C)(C(F)(F)F)C